rac-1-butyl-3-(3-chloro-4-fluorophenyl)-1-(1-(1-oxo-1,2-dihydroisoquinolin-4-yl)ethyl)urea C(CCC)N(C(=O)NC1=CC(=C(C=C1)F)Cl)[C@H](C)C1=CNC(C2=CC=CC=C12)=O |r|